NC=1C(=CC(=C(C1)C(=O)NCC1=CC(=CC=C1)C=1SC=CN1)OCC)C 5-amino-2-ethoxy-4-methyl-N-(3-(thiazol-2-yl)benzyl)benzeneFormamide